C(C1=CC=CC=C1)C=1NC(=NN1)C(=O)NC1=NC=CC(=C1)C1=C(C=CC(=C1)OC(C)C)OC 5-benzyl-N-(4-(5-isopropoxy-2-methoxyphenyl)pyridin-2-yl)-4H-1,2,4-triazole-3-carboxamide